C(C)C=1C=C(C=C(C1)CC)OB(O)O (3,5-Diethylphenyl)boric acid